2-(tert-butyl) 8-ethyl 7-(((trifluoromethyl)sulfonyl)oxy)-5-oxa-2-azaspiro[3.4]oct-7-ene-2,8-dicarboxylate FC(S(=O)(=O)OC=1COC2(CN(C2)C(=O)OC(C)(C)C)C1C(=O)OCC)(F)F